OC=1C(=NC=C(C1)C(NCC1CCC(CC1)C(F)(F)F)=O)N1N=CC(=C1)C(=O)OC Methyl 1-(3-hydroxy-5-(((4-(trifluoromethyl)cyclohexyl)methyl)carbamoyl)pyridin-2-yl)-1H-pyrazole-4-carboxylate